((4-(tert-butyl)phenyl)(phenyl)methyl)pyridine C(C)(C)(C)C1=CC=C(C=C1)C(C1=CC=CC=C1)C1=NC=CC=C1